(R)-3-(5-(ethoxymethyl)-2-vinylpyrimidin-4-yl)-10-methyl-9,10,11,12-tetrahydro-8H-[1,4]diazepino[5',6':4,5]thieno[3,2-f]quinolin-8-one C(C)OCC=1C(=NC(=NC1)C=C)C1=NC=2C=CC3=C(C2C=C1)C1=C(S3)C(N[C@@H](CN1)C)=O